7-(1-Methyl-1H-pyrazol-4-yl)-5-(6-(piperazin-1-yl)pyridin-3-yl)quinazoline CN1N=CC(=C1)C1=CC(=C2C=NC=NC2=C1)C=1C=NC(=CC1)N1CCNCC1